C(=O)(OCC1C2=CC=CC=C2C2=CC=CC=C12)C(C(=O)O)OCCOCCOCCOCCOCCN Fmoc-17-amino-3,6,9,12,15-pentaoxaheptadecanoic acid